C(C)(C)(C)C1=CC=C(C=C1)S(=O)(=O)C(C(=O)O)C(C)C 2-(4-tert-Butylphenylsulfonyl)-3-methylbutanoic acid